N[C@@H]1C2=CC=CC=C2CC12CCN(CC2)C=2NC(C1=C(N2)NN=C1C1(CC1)C1=C2CC(NC2=CC=C1)=O)=O (S)-6-(1-amino-1,3-dihydrospiro[indene-2,4'-piperidin]-1'-yl)-3-(1-(2-oxoindolin-4-yl)cyclopropyl)-1,5-dihydro-4H-pyrazolo[3,4-d]pyrimidin-4-one